(2'-(4,5-Dimethyl-1H-imidazol-2-yl)-3,4'-bipyridin-5-yl)(4-methylpiperazin-1-yl)methanone CC=1N=C(NC1C)C1=NC=CC(=C1)C=1C=NC=C(C1)C(=O)N1CCN(CC1)C